C(C=C)(=O)N1C(CN(CC1)C=1N=C2C(=NC1)NC=C2C(=O)N[C@@H]2COC[C@@H]2CC(C)C)(C)C 2-(4-acryloyl-3,3-dimethylpiperazin-1-yl)-N-[(3S,4R)-4-(2-methylpropyl)tetrahydrofuran-3-yl]-5H-pyrrolo[2,3-b]pyrazine-7-carboxamide